C(CC)(=O)OCCC(CCCCCCCCCCCCC)C1=CC=C(C=C1)OCC(CNC(C)C)O 3-{4-[2-hydroxy-(1-methyl-ethylamino)propoxy]phenyl}hexadecanol propionate